C(CCC)[Sn](C(C#N)CCC)(CCCC)CCCC 2-(tributylstannyl)valeronitrile